[1,4]oxazepine-3-carbonitrile O1C=C(N=CC=C1)C#N